3-bromo-5-phenyl-1H-1,2,4-triazole BrC1=NNC(=N1)C1=CC=CC=C1